((6-Methyl-2-pyrazinyl)methyl)-2,4,8,9-tetrazabicyclo[4.3.0]nona-1,3,5,7-tetraen-5-ylamine CC1=CN=CC(=N1)CNC=1N=CN=C2NN=CC12